CC1([C@H]2CN([C@@H]([C@@H]12)C(=O)N[C@@H](C[C@H]1C(NCC1)=O)C(COC(F)(F)F)=O)C(C(CC(F)(F)F)O)=O)C (1R,2S,5S)-6,6-dimethyl-N-((S)-3-oxo-1-((S)-2-oxopyrrolidin-3-yl)-4-(trifluoromethoxy)butan-2-yl)-3-(4,4,4-trifluoro-2-hydroxybutanoyl)-3-azabicyclo[3.1.0]-hexane-2-carboxamide